Octane-1,8-diyl dimethanesulfonate CS(=O)(=O)OCCCCCCCCOS(=O)(=O)C